(cis)-4-amino-3-fluoropiperidine-1-carboxylic acid tert-butyl ester C(C)(C)(C)OC(=O)N1C[C@H]([C@H](CC1)N)F